N-(4-((2-(azetidin-3-yl)ethyl)carbamoyl)-3-chlorophenyl)-5-(4-(difluoromethoxy)-2,3-difluorophenyl)-1-methyl-1H-imidazole-2-carboxamide N1CC(C1)CCNC(=O)C1=C(C=C(C=C1)NC(=O)C=1N(C(=CN1)C1=C(C(=C(C=C1)OC(F)F)F)F)C)Cl